(E)-N-(3-(4-fluorophenyl)-2-(4-methoxyphenyl)-1-phenylallyl)-2,4,6-trimethylbenzenesulfonamide FC1=CC=C(C=C1)/C=C(/C(C1=CC=CC=C1)NS(=O)(=O)C1=C(C=C(C=C1C)C)C)\C1=CC=C(C=C1)OC